5-amino-5-(ethoxycarbonyl)-8-(4-(4-(methylsulfonyl)benzyl)piperazin-1-yl)-octylboronic acid NC(CCCCB(O)O)(CCCN1CCN(CC1)CC1=CC=C(C=C1)S(=O)(=O)C)C(=O)OCC